N-(2,6-difluoro-4-(2-(((3S,5S)-5-fluoro-piperidin-3-yl)amino)-8-isopropyl-7-oxo-7,8-dihydropteridin-6-yl)-phenyl)-3,3,3-trifluoro-propane-1-sulfonamide FC1=C(C(=CC(=C1)C1=NC=2C=NC(=NC2N(C1=O)C(C)C)N[C@@H]1CNC[C@H](C1)F)F)NS(=O)(=O)CCC(F)(F)F